5-(1-(8-cyclobutyl-8-azabicyclo[3.2.1]octan-3-yl)piperidin-4-yl)-6-fluoro-1-methyl-2-(4-(methylsulfonyl)phenyl)-1H-benzo[d]imidazole C1(CCC1)N1C2CC(CC1CC2)N2CCC(CC2)C2=CC1=C(N(C(=N1)C1=CC=C(C=C1)S(=O)(=O)C)C)C=C2F